tri-(2-ethylhexyl) borate B(OCC(CCCC)CC)(OCC(CCCC)CC)OCC(CCCC)CC